(2R)-3-[5-(4-fluorophenyl)-6-tetrahydropyran-4-yl-1H-pyrazolo[4,3-g]Isoquinolin-8-yl]-2-methyl-propionic acid methyl ester COC([C@@H](CC1=NC(=C(C2=CC3=C(C=C12)NN=C3)C3=CC=C(C=C3)F)C3CCOCC3)C)=O